C(CCCCCCCCCCCCCCCCCCCCC)OC1=C(C=C(C=C1)S(=O)(=O)C1=NC2=CC=C(C=C2C(=C1)N1CCC(CC1)N1CCN(CC1)C1CCN(CC1)CC)OC)F (4-(docosyloxy)-3-fluorophenyl)sulfonyl-4-(4-(4-(1-ethylpiperidin-4-yl)piperazin-1-yl)piperidin-1-yl)-6-methoxyquinoline